2-(3'-tert.butyl-5'-(2-octyloxycarbonylethyl)-2'-hydroxyphenyl)-5-chloro-benzotriazole C(C)(C)(C)C=1C(=C(C=C(C1)CCC(=O)OCCCCCCCC)N1N=C2C(=N1)C=CC(=C2)Cl)O